trans-1-(7,8-dihydrobenzofuro[4,5-d]thiazol-2-yl)-5-methyl-6-(prop-1-yn-1-yl)tetrahydropyrimidin-2(1H)-one N1=C(SC2=C1C=1CCOC1C=C2)N2C(NC[C@H]([C@@H]2C#CC)C)=O